(S)-benzyl 4-amino-5-((4-bromo-2-picolinoylphenyl)-amino)-5-oxopentanoate hydrochloride Cl.N[C@@H](CCC(=O)OCC1=CC=CC=C1)C(=O)NC1=C(C=CC=C1)C(C1=NC=CC(=C1)Br)=O